The molecule is a diterpene derived from labdane by dehydrogenation across the C(8)-C(17), C(12)-C(13) and C(14)-C(15) bonds. It derives from a hydride of a labdane. C/C(=C\\C[C@H]1C(=C)CC[C@@H]2[C@@]1(CCCC2(C)C)C)/C=C